ClC1=NC(=NC(=C1)O[C@@H](C)[C@H]1N(CCC1)C)C#C 4-Chloro-2-ethynyl-6-[(1S)-1-[(2S)-1-methylpyrrolidin-2-yl]ethoxy]pyrimidine